NC=1N=C(SC1C(C1=CC=C(C=C1)OC)=O)N(C1=CC(=C(C=C1)F)Cl)[C@H](C(=O)N)C (S)-2-(N-[4-Amino-5-(4-methoxybenzoyl)thiazol-2-yl]-3-chloro-4-fluoroanilino)propanamid